FC1=C(C=CC(=C1)F)C1=CC(=C(C=C1)OC)NC1=NC=NC2=CC(=C(C=C12)OC1CCN(CC1)C(C=C)=O)OCC 1-(4-((4-((2',4'-difluoro-4-methoxy-[1,1'-biphenyl]-3-yl)amino)-7-ethoxyquinazoline-6-yl)oxy)piperidin-1-yl)prop-2-en-1-one